tert-Butyl 3-(N-ethyl-5-formylfuran-2-carboxamido)azetidine-1-carboxylate C(C)N(C(=O)C=1OC(=CC1)C=O)C1CN(C1)C(=O)OC(C)(C)C